C(C)(=O)ON(C(CN(OC(C)=O)OC(C)=O)(CC)O)OC(C)=O hydroxyl-ethyl-ethylene-diamine tetra-acetate